1,5-anhydro-3-({5-chloro-4-[4-fluoro-2-(2-hydroxypropan-2-yl)-1-(propan-2-yl)-1H-benzimidazol-6-yl]pyrimidin-2-yl}amino)-2,3-dideoxy-D-threo-pentitol monohydrate O.ClC=1C(=NC(=NC1)N[C@@H]1CCOC[C@H]1O)C=1C=C(C2=C(N(C(=N2)C(C)(C)O)C(C)C)C1)F